1-(4-((4-(piperidin-1-ylmethyl)benzyl)amino)phenyl)dihydropyrimidine-2,4(1H,3H)-dione N1(CCCCC1)CC1=CC=C(CNC2=CC=C(C=C2)N2C(NC(CC2)=O)=O)C=C1